ClC1=CC(=CC(=N1)N1C(C2=CC(=CC=C2C1)C1(COC1)CC1=NN=CN1C)=O)CNCC1C(C1)(F)F 2-(6-Chloro-4-((((2,2-difluorocyclopropyl)methyl)amino)methyl)pyridin-2-yl)-6-(3-((4-methyl-4H-1,2,4-triazol-3-yl)methyl)oxetan-3-yl)isoindolin-1-one